1-ethyl-1-methoxy-3-((6aR,9R)-7-(methyl-d3)-4,6,6a,7,8,9-hexahydroindolo[4,3-fg]quinolin-9-yl)urea C(C)N(C(=O)N[C@H]1CN([C@@H]2CC=3C4=C(C2=C1)C=CC=C4NC3)C([2H])([2H])[2H])OC